COC1=CC=C(OCCCN(CCC2=CC=C(OC(C(=O)O)(C)C)C=C2)C2=C3C=CC=NC3=CC=C2)C=C1 2-[4-[2-[(3-(4-methoxyphenoxy)propyl)-5-quinolinylamino]ethyl]phenoxy]-2-methylpropanoic acid